C(C1=CC=CC=C1)N(CCOC[13C](=O)O)CC1=CC=CC=C1 2-[2-(dibenzylamino)ethoxy]acetic acid-13C1